CN1N=NC(=C1NC(OC(C)C1=C(C(=NC=C1)F)Cl)=O)C1=NC(=C(C=C1)NS(=O)(=O)C)C 1-(3-chloro-2-fluoro-pyridin-4-yl)ethyl (1-methyl-4-(6-methyl-5-(methyl-sulfonamido)pyridin-2-yl)-1H-1,2,3-triazol-5-yl)carbamate